CCCCCCC.[Cu].[Cu] di-copper heptane